9-benzenesulfonyloxy-10-methoxy-5,6-dihydro-[1,3]dioxolo[4,5-g]isoquino[3,2-a]isoquinolinylium C1(=CC=CC=C1)S(=O)(=O)OC1=C(C=CC=2C=C3N(CCC4=CC5=C(C=C34)O[CH+]O5)CC12)OC